t-butyl-3-(1-(2-(2-methoxyphenyl)-2-((tetrahydro-2H-pyran-4-yl)oxy)ethyl)-5-methyl-6-(oxazol-2-yl)2,4-dioxo-1,4-dihydrothieno[2,3-d]pyrimidin-3(2H)-yl)azetidin-1-carboxylate C(C)(C)(C)OC(=O)N1CC(C1)N1C(N(C2=C(C1=O)C(=C(S2)C=2OC=CN2)C)CC(OC2CCOCC2)C2=C(C=CC=C2)OC)=O